(((7-(5-(chlorodifluoromethyl)-1,2,4-oxadiazol-3-yl)imidazo[1,2-a]pyridin-2-yl)methyl)imino)(methyl)(4-(trifluoromethoxy)phenyl)-λ6-sulfanone ClC(C1=NC(=NO1)C1=CC=2N(C=C1)C=C(N2)CN=S(=O)(C2=CC=C(C=C2)OC(F)(F)F)C)(F)F